C(C)C=1C(=CC=C2C=C(C=C(C12)C1=C(C=2N=C(N=C(C2C=N1)N1CCC(C(CC1)(F)F)O)OC[C@]12CCCN2C[C@@H](C1)F)F)O)F 1-(7-(8-ethyl-7-fluoro-3-hydroxynaphthalen-1-yl)-8-fluoro-2-(((2R,7aS)-2-fluorotetrahydro-1H-pyrrolizin-7a(5H)-yl)methoxy)pyrido[4,3-d]pyrimidin-4-yl)-5,5-difluoroazepan-4-ol